[OH-].C(CC(C)C)[Ti+](CCC(C)C)CCC(C)C triisopentyltitanium monohydroxide